The molecule is a 3-hydroxy fatty acyl-CoA that results from the formal condensation of the thiol group of coenzyme A with the carboxy group of (R)-3-hydroxybehenic acid. It is a (R)-3-hydroxyacyl-CoA, a 3-hydroxy fatty acyl-CoA, a long-chain fatty acyl-CoA and an 11,12-saturated fatty acyl-CoA. It is a conjugate acid of a (R)-3-hydroxydocosanoyl-CoA(4-). CCCCCCCCCCCCCCCCCCC[C@H](CC(=O)SCCNC(=O)CCNC(=O)[C@@H](C(C)(C)COP(=O)(O)OP(=O)(O)OC[C@@H]1[C@H]([C@H]([C@@H](O1)N2C=NC3=C(N=CN=C32)N)O)OP(=O)(O)O)O)O